C1(=CC=CC=C1)C1=CC=C(O[Al+2])C=C1 4-phenylphenoxyaluminum (III)